CC1(OB(OC1(C)C)C=1C=C2CCN(CC2=C(C1)[C@H]1N(CCC1)C(=O)OC(C)(C)C)C([C@](C(F)(F)F)(C)O)=O)C tert-butyl (S)-2-(6-(4,4,5,5-tetramethyl-1,3,2-dioxaborolan-2-yl)-2-((S)-3,3,3-trifluoro-2-hydroxy-2-methylpropanoyl)-1,2,3,4-tetrahydroisoquinolin-8-yl)pyrrolidine-1-carboxylate